CC1N(CC12CC(C2)C(=O)O)C2CCC1=CC(=CC=C21)C2=CC(=C(C=C2)C2CC2)Cl.CC2=CC=C(C=C2)S(=O)(=O)C(COCCOCCOCCO)O p-toluenesulfonyl-tetraethyleneglycol methyl-2-(5-(3-chloro-4-cyclopropylphenyl)-2,3-dihydro-1H-inden-1-yl)-2-azaspiro[3.3]heptane-6-carboxylate